N-(7-bromo-5-((3,3-difluoro-1-methylpiperidin-4-yl)oxy)quinazolin-4-yl)benzo[d]thiazol-6-amine BrC1=CC(=C2C(=NC=NC2=C1)NC1=CC2=C(N=CS2)C=C1)OC1C(CN(CC1)C)(F)F